3''-tert-Butyl-4'-(2-hydroxyethoxy)-4''-pyrrolidin-1-yl[1,1':3',1'']terphenyl C(C)(C)(C)C=1C=C(C=CC1N1CCCC1)C=1C=C(C=CC1OCCO)C1=CC=CC=C1